Cl.N[C@@H]1[C@@H](CC=C1)C(=O)O cis-2-Amino-3-cyclopentene-1-carboxylic acid hydrochloride